BrC=1C=C(C(=NC1)N)OC(C)C=1C=NC=NC1 5-bromo-3-{[1-(pyrimidin-5-yl)ethyl]oxy}pyridin-2-amine